(3R)-1-imidazo[1,2-a]pyridin-2-yl-3-(2-phenylethyl)piperazin-2-one N=1C(=CN2C1C=CC=C2)N2C([C@H](NCC2)CCC2=CC=CC=C2)=O